C1(CCCCC1)C([C@@H](C(=O)NC1=C(C=C(C=C1)[C@@H](C(=O)NC1C(C1)C(F)F)C)F)NC(=O)C1=CC=NN1C(C)C)C1CCCCC1 N-((2S)-1,1-dicyclohexyl-3-((4-((2S)-1-((2-(difluoromethyl)cyclopropyl)amino)-1-oxopropan-2-yl)-2-fluorophenyl)amino)-3-oxopropan-2-yl)-1-isopropyl-1H-pyrazole-5-carboxamide